FC1(C[C@H](CC1)NC1=NC(=NC(=N1)N[C@@H]1CC(CC1)(F)F)C1=NC(=CN=C1)C(F)(F)F)F N2,N4-bis((S)-3,3-difluorocyclopentyl)-6-(6-(trifluoromethyl)pyrazin-2-yl)-1,3,5-triazine-2,4-diamine